C(C)(C)(C)OC(=O)C1CC2(C1)NC(OC2(C)C)=O.F[C@@H]2[C@H](C2)NC=O (1S,2S)-2-fluorocyclopropyl-formamide tert-butyl-8,8-dimethyl-6-oxo-7-oxa-5-azaspiro[3.4]octane-2-carboxylate